FC1(CN(CC[C@H]1NC1=NN2C(C(=N1)OC)=C(C(=C2)F)C=2C=CC1=C(N(C=N1)CC(F)F)C2)C2COC2)F (R)-N-(3,3-difluoro-1-(oxetan-3-yl)piperidin-4-yl)-5-(1-(2,2-difluoroethyl)-1H-benzo[d]imidazol-6-yl)-6-fluoro-4-methoxypyrrolo[2,1-f][1,2,4]triazin-2-amine